((4-((4-cyanophenyl)amino)-7-fluoroquinazolin-2-yl)thio)cyclobutane-1-carboxylic acid C(#N)C1=CC=C(C=C1)NC1=NC(=NC2=CC(=CC=C12)F)SC1(CCC1)C(=O)O